2-chloro-7,8-dihydro-6H-thiopyrano[3,2-d]pyrimidine 5-oxide ClC=1N=CC2=C(N1)CCCS2=O